N-{[(9H-fluoren-9-yl)methoxy]carbonyl}-L-leucyl-3-[(3S)-2-oxopiperidin-3-yl]-L-alaninamide C1=CC=CC=2C3=CC=CC=C3C(C12)COC(=O)N[C@@H](CC(C)C)C(=O)N[C@@H](C[C@H]1C(NCCC1)=O)C(=O)N